ClC=1C=C(C=C(C1)OC)CC(=O)NC1=C(C=2CN(CCC2S1)CC1=CC(=CC=C1)F)C#N 2-(3-chloro-5-methoxyphenyl)-N-(3-cyano-5-(3-fluorobenzyl)-4,5,6,7-tetrahydrothieno[3,2-c]pyridin-2-yl)acetamide